C1(NCC=2C=C3C(=CC12)CCCC3)=O 2,3,5,6,7,8-hexahydro-1H-benzo[f]isoindol-1-one